FC1=C(C=CC(=C1C)F)C=1C(=C2N(N1)CCC2)C2=CC1=C(N=CS1)C=C2 6-(2-(2,4-Difluoro-3-methylphenyl)-5,6-dihydro-4H-pyrrolo[1,2-b]pyrazol-3-yl)benzo[d]thiazole